(E)-4-((1,3,5-trimethyl-1H-pyrazol-4-yl)diazenyl)benzene-1,3-diamine CN1N=C(C(=C1C)/N=N/C1=C(C=C(C=C1)N)N)C